C(CS)(=O)OCCCCCCCCCCCCCCCC cetyl thioglycolate